O=C1NC2=C(N1)C=CC(=C2)NC(C2=CC=CC=C2)=O N-(2-oxo-2,3-dihydro-1H-benzo[d]imidazol-5-yl)benzamide